[Se]1C(=CC=C1)Br selenophenyl bromide